2,5-dihydro-1-tosyl-pyrrole S(=O)(=O)(C1=CC=C(C)C=C1)N1CC=CC1